C(C)C(COC(CC(O)(C(=O)OCC(CCCC)CC)CC(=O)OCC(CCCC)CC)=O)CCCC citric acid tri(2-ethylhexyl) ester